CN(CC(=COCCCCCCCC\C=C/C\C=C/CCCCC)OC(CCC)O[C@@H]1CC2=CC[C@H]3[C@@H]4CC[C@H]([C@@H](CCCC(C)C)C)[C@]4(CC[C@@H]3[C@]2(CC1)C)C)C 3-dimethylamino-2-(cholest-5-en-3β-oxybutan-4-oxy)-1-(cis,cis-9,12-octadecadienyloxy)propaneN